OC(C)(C)C=1N(C=CN1)CC1=CC=C(C=C1)C=1N=C(SC1S(=O)(=O)NC(OC)=O)CC(C)C methyl ((4-(4-((2-(2-hydroxypropan-2-yl)-1H-imidazol-1-yl) methyl) phenyl)-2-isobutylthiazol-5-yl)sulfonyl)carbamate